Methyl (tert-butoxycarbonyl)-D-lysinate hydrochloride Cl.C(C)(C)(C)OC(=O)N[C@H](CCCCN)C(=O)OC